O[C@H]([C@@H](C)[N+](=O)[O-])C=1C=C(C=CC1)O 3-((1S,2R)-1-hydroxy-2-nitropropyl)phenol